FC1(C(C1)COC1=CC(=NC=C1)N1C(C(C2=CC(=CC=C12)C(=O)NC1(CCS(CC1)(=O)=O)C)(C)C)=O)F 1-(4-((2,2-difluorocyclopropyl)methoxy)pyridin-2-yl)-3,3-dimethyl-N-(4-methyl-1,1-dioxidotetrahydro-2H-thiopyran-4-yl)-2-oxoindoline-5-carboxamide